tert-butyl 4-((3-(5-carbamimidoylthiophen-3-yl)phenyl)carbamoyl)-4-((4-chlorophenyl)amino)piperidine-1-carboxylate C(N)(=N)C1=CC(=CS1)C=1C=C(C=CC1)NC(=O)C1(CCN(CC1)C(=O)OC(C)(C)C)NC1=CC=C(C=C1)Cl